1-(4-(Bromomethyl)-2-fluoropyridin-3-yl)dihydropyrimidine-2,4(1H,3H)-dione BrCC1=C(C(=NC=C1)F)N1C(NC(CC1)=O)=O